2-Phenyl-4-(m-tolyl)quinoline C1(=CC=CC=C1)C1=NC2=CC=CC=C2C(=C1)C=1C=C(C=CC1)C